O=C1C[C@@H](CC1)C(=O)O (R)-3-ketocyclopentanoic acid